tert.-Butyl-3-{[2-(4-cyclopropylphenyl)imidazo[1,2-a]pyrimidin-3-yl] methyl}-3,8-diazabicyclo-[3.2.1]octan-8-carboxylat C(C)(C)(C)OC(=O)N1C2CN(CC1CC2)CC2=C(N=C1N2C=CC=N1)C1=CC=C(C=C1)C1CC1